[3-(hydroxymethyl)-4-methylphenyl]-3-(4-methyl-1-{2-[(oxacyclohex-2-yl)oxy]ethyl}-1H-benzotriazol-5-yl)propanoic acid OCC=1C=C(C=CC1C)C(C(=O)O)CC1=C(C2=C(N(N=N2)CCOC2OCCCC2)C=C1)C